C(N)(=N)C1=CC=C(C=C1)COC1=C(C(=NN1)C1C(N(CCC1)C(=O)N1CCCC1)C(=O)O)OC 3-{5-[(4-carbamimidoylphenyl)methoxy]-4-methoxy-1H-pyrazol-3-yl}-1-(pyrrolidine-1-carbonyl)piperidine-2-carboxylic acid